C1(CCCCCC1)[C@@H](C(=O)NC1=CC=C(C=C1)C1(CC1)C(N(CC(F)(F)F)C)=O)NC(=O)C1=CC=NN1C(C=C)C=C (S)-N-(1-cycloheptyl-2-((4-(1-(methyl(2,2,2-trifluoroethyl)carbamoyl)cyclopropyl)phenyl)amino)-2-oxoethyl)-1-(penta-1,4-dien-3-yl)-1H-pyrazole-5-carboxamide